cresolic acid C=1(C(=CC=CC1O)C(=O)O)C